NC1=NC=2C=CC(=CC2C2=C1[C@H](OC2)C)C(=O)N(C2CC2)CC2=NC=C(C=C2)C#N (3R)-4-amino-N-((5-cyano-2-pyridinyl)methyl)-N-cyclopropyl-3-methyl-1,3-dihydrofuro[3,4-c]quinoline-8-carboxamide